O=C1[C@@H]2N([C@@H]2CC1)C(=O)OC(C)(C)C |r| tert-Butyl rac-(1R,5R)-2-oxo-6-azabicyclo[3.1.0]hexane-6-carboxylate